ClNS(O)(=O)=O Chlorosulfamic Acid